tert-butyl N-[1-[4-[4-[6-chloro-4-[difluoro(phenyl)methyl]-2-pyridyl]piperazin-1-yl]sulfonylphenyl]-5-oxo-pyrrolidin-3-yl]carbamate ClC1=CC(=CC(=N1)N1CCN(CC1)S(=O)(=O)C1=CC=C(C=C1)N1CC(CC1=O)NC(OC(C)(C)C)=O)C(C1=CC=CC=C1)(F)F